BrC1=CC=C2CCCC(C2=C1)=O 7-Bromo-3,4-dihydronaphthalen-1(2H)-one